tetrabutyl-ammonium p-benzenesulfonate C1=CC=C(C=C1)S(=O)(=O)[O-].C(CCC)[N+](CCCC)(CCCC)CCCC